N-(1,3-benzodioxole-4-ylmethyl)-1-[2-(1-piperidyl)-4-pyridyl]ethanamine O1COC2=C1C=CC=C2CNC(C)C2=CC(=NC=C2)N2CCCCC2